ClC=1C=C(CNC2=NC=C(C=N2)CCCC(=O)OCC)C=C(C1)Cl Ethyl 4-(2-((3,5-dichlorobenzyl)amino)pyrimidin-5-yl)butanoate